BrC1=CC(=C(NC1=O)C(=O)OC)C(F)(F)F methyl 5-bromo-6-oxo-3-(trifluoromethyl)-1,6-dihydropyridine-2-carboxylate